(3-(4-((4-(4-Fluorophenyl)-1H-1,2,3-triazol-1-yl)methyl)phenyl)-1,2,4-oxadiazol-5-yl)-pyrrolidine-1-carboximidamide hydrochloride Cl.FC1=CC=C(C=C1)C=1N=NN(C1)CC1=CC=C(C=C1)C1=NOC(=N1)C1N(CCC1)C(N)=N